C(C)C1=C(C(=C(C(=C1O)CC)CC)C(C)(C)C1=CC=C(C=C1)O)CC tetraethylbisphenol A